1-(4-((3s,4r)-3,4-difluoropyrrolidin-1-yl)cyclohexyl)-6-isopropyl-5-(8-methoxy-[1,2,4]triazolo[1,5-a]pyridin-6-yl)-1,3-dihydro-2H-benzo[d]imidazol-2-one F[C@H]1CN(C[C@H]1F)C1CCC(CC1)N1C(NC2=C1C=C(C(=C2)C=2C=C(C=1N(C2)N=CN1)OC)C(C)C)=O